C(C=C)(=O)N1[C@H](CN(CC1)C1=NC(=NC=2C[C@H](CCC12)N1CCCC2=CC=CC=C12)OCCN1CCCC1)CC#N 2-((S)-1-Acryloyl-4-((S)-7-(3,4-dihydroquinolin-1(2H)-yl)-2-(2-(pyrrolidin-1-yl)ethoxy)-5,6,7,8-tetrahydroquinazolin-4-yl)piperazin-2-yl)acetonitrile